ClC1=CC=C(C=C1)C1=NC2=C(N1C(C(=O)NC1CCCC1)C1CCCCC1)C=C(C=C2)OC 2-[2-(4-chloro-phenyl)-6-methoxy-benzoimidazol-1-yl]-2-cyclohexyl-N-cyclopentyl-acetamide